C(C)(C)(C)OC(=O)N1C[C@@H](CC1)C(NC=1C=NC2=CC=CC=C2C1)=O (R)-3-(quinolin-3-ylcarbamoyl)pyrrolidine-1-carboxylic acid tert-butyl ester